FC1(C[C@H]2[C@H]([C@H](CC[C@@]2([C@H]2CC[C@]3([C@H]([C@H]12)CC[C@@H]3[C@H](C)CCCC(C)(C)O)C)C)O)O)F (1R,3aS,3bS,5aR,6R,7S,9aR,9bS,11aR)-4,4-Difluoro-1-[(2R)-6-hydroxy-6-methylheptan-2-yl]-9a,11a-dimethylhexadecahydro-1H-cyclopenta[1,2-a]phenanthrene-6,7-diol